(2S,4R)-4-((tert-butoxycarbonyl)amino)pyrrolidine-2-carboxylic acid methyl ester COC(=O)[C@H]1NC[C@@H](C1)NC(=O)OC(C)(C)C